CC1=C(C=CC=C1OC([2H])([2H])[2H])[C@@H]1NCC[C@@H]1N1CCN(C2(CC2)C1)C(=O)OC(C)(C)C tert-butyl 7-[(2S,3S)-2-[2-methyl-3-(trideuteriomethoxy)phenyl]pyrrolidin-3-yl]-4,7-diazaspiro[2.5]octane-4-carboxylate